CS(=O)(=O)[C@H](C)C1=CC=C(OCCN2CCC3(CC2)C(NC2=CC=C(C=C23)C#N)=O)C=C1 (R)-1'-{2-[4-(1-methanesulfonylethyl)phenoxy]ethyl}-2-oxo-1,2-dihydrospiro[indole-3,4'-piperidine]-5-carbonitrile